diethyl[(4-{5-[1-(propan-2-yl)-1H-1,2,3-benzotriazol-5-yl]-1,2,4-oxadiazol-3-yl}phenyl) methyl]phosphonate C(C)OP(OCC)(=O)CC1=CC=C(C=C1)C1=NOC(=N1)C1=CC2=C(N(N=N2)C(C)C)C=C1